[N+](=O)([O-])C1=C(O[N+]2=NC(C=CC=C2)(C)CCO)C=CC(=C1)[N+](=O)[O-] 2,4-dinitrophenoxy-3-(2-hydroxyethyl)-3-methyldiazepin-1-ium